2-dodecylsuccinimide C(CCCCCCCCCCC)C1C(=O)NC(C1)=O